3-(methanesulfonamidomethyl)phenyl-boronic acid CS(=O)(=O)NCC=1C=C(C=CC1)B(O)O